N-{[(9H-fluoren-9-yl)methoxy]carbonyl}-3-pyridin-4-yl-D-alanine C1=CC=CC=2C3=CC=CC=C3C(C12)COC(=O)N[C@H](CC1=CC=NC=C1)C(=O)O